trans-tert-butyl 2-(2,6-dichloropyridin-4-yl)-5-(hydroxymethyl)morpholine-4-carboxylate ClC1=NC(=CC(=C1)[C@@H]1CN([C@H](CO1)CO)C(=O)OC(C)(C)C)Cl